tert-Butyl (R)-4-(3-(6-chloro-2-(trifluoromethyl)pyrimidin-4-yl)cyclobutyl)-3-(hydroxymethyl)piperazine-1-carboxylate ClC1=CC(=NC(=N1)C(F)(F)F)C1CC(C1)N1[C@H](CN(CC1)C(=O)OC(C)(C)C)CO